diallyl-diisopropylamine phosphorus [P].C(C=C)CC(C)(NC(C)C)CC=C